tungsten-molybdenum-oxide [Mo]=O.[W]